1-butyl-3-oxo-1,3-dihydroisobenzofuran C(CCC)C1OC(C2=CC=CC=C12)=O